N-(piperidin-1-yl)-5-(4-chlorophenyl)-1-(2,4-dichlorophenyl)-4-methyl-1H-pyrazole-3-carboxamide hydrochloride Cl.N1(CCCCC1)NC(=O)C1=NN(C(=C1C)C1=CC=C(C=C1)Cl)C1=C(C=C(C=C1)Cl)Cl